5-amino-4-(3-hydroxy-2,6-dimethylphenyl)-4,7-dihydro-6H-1,3,4,7-tetraazadibenzo[cd,f]azulen-6-one NC=1N(C=2C3=C(C4=C(NC(C13)=O)C=CC=C4)N=CN2)C2=C(C(=CC=C2C)O)C